3-Fluoro-5-methyl-4-(3-(4-(4-methylpiperazin-1-yl)phenyl)-6-oxo-1H-pyrazolo[4,3-c]pyridazin-5(6H)-yl)benzonitril FC=1C=C(C#N)C=C(C1N1N=C2C(=CC1=O)NN=C2C2=CC=C(C=C2)N2CCN(CC2)C)C